C(C)(C)(C)P(C=1[C-](C=CC1)[C@@H](C)P(C1=C(C=CC=C1)C)C1=C(C=CC=C1)C)C(C)(C)C.[CH-]1C=CC=C1.[Fe+2] (R)-1-[(Sp)-2-(di-tert-butylphosphino)ferrocenyl]ethyl-bis(2-methylphenyl)phosphine